(4R)-4-(3-chloro-2-fluorophenyl)-5-fluoro-4-methyl-6-{[1-(pyridazine-3-carbonyl)azetidin-3-yl]amino}-3,4-dihydro-2,7-naphthyridin-1(2H)-one ClC=1C(=C(C=CC1)[C@]1(CNC(C2=CN=C(C(=C12)F)NC1CN(C1)C(=O)C=1N=NC=CC1)=O)C)F